1,1,1-trimethylolpropane tert-butyl-(3-(((3-pentanamidoquinolin-4-yl)amino)methyl)phenyl)carbamate C(C)(C)(C)N(C(O)=O)C1=CC(=CC=C1)CNC1=C(C=NC2=CC=CC=C12)NC(CCCC)=O.C(O)C(CC)(CO)CO